CSC1=CC=C(C=C1)/C=C/C(=O)C1=C(C=C(C(=O)O)C=C1)SC(C)C 4-[(E)-3-(4-Methylsulfanylphenyl)prop-2-enoyl]-3-propan-2-ylsulfanylbenzoic acid